1-(1-((5-(4-(pyridin-3-ylethynyl)phenyl)isoxazol-3-yl)methyl)-1H-imidazol-2-yl)ethan-1-ol N1=CC(=CC=C1)C#CC1=CC=C(C=C1)C1=CC(=NO1)CN1C(=NC=C1)C(C)O